(1s,2s)-2-((3-(4-chlorobenzyl)-4-ethylsulfanyl-2,6-dioxo-3,6-dihydro-1,3,5-triazin-1(2H)-yl)methyl)cyclopropane-1-carboxylic acid methyl ester COC(=O)[C@@H]1[C@H](C1)CN1C(N(C(=NC1=O)SCC)CC1=CC=C(C=C1)Cl)=O